Tetraphenylsuccinonitrile C1(=CC=CC=C1)C(C(C#N)(C1=CC=CC=C1)C1=CC=CC=C1)(C#N)C1=CC=CC=C1